FC(OC1=NC=CC=C1S(=O)(=O)Cl)F 2-(difluoromethoxy)pyridine-3-sulfonyl chloride